C(=O)(OC(C)(C)C)N[C@H](CCSC)C(=O)O N-Boc-D-methionine